3-trifluoromethyl-1H-pyrazole-4-carboxylic acid methyl ester COC(=O)C=1C(=NNC1)C(F)(F)F